(3-carbamimidoyl-4-fluorobenzyl)-2,2-dimethylpropionamide hydrochloride Cl.C(N)(=N)C=1C=C(CCC(C(=O)N)(C)C)C=CC1F